CC1=CC=CC(=N1)C=1N=C2N(C=CC=C2)C1C1=NC2=CC(=CN=C2C=C1)C=1N=NN2C1CNCC2 2-[2-(6-methyl-2-pyridyl)imidazo[1,2-a]pyridin-3-yl]-7-(4,5,6,7-tetrahydrotriazolo[1,5-a]pyrazin-3-yl)-1,5-naphthyridine